S1C(=NC2=C1C=CC=C2)C=2C=C(OCC(=O)NO)C=CC2 2-(3-(benzo[d]thiazole-2-yl)phenoxy)-N-hydroxyacetamide